ClC1=CC(=C(CC=2OC3=C(C2CC)C=CC(=C3)C(=O)N[C@@H](CNC(=O)N)C3=CC=C(C=C3)S(=O)(=O)CC)C=C1)C(F)(F)F (R)-2-(4-chloro-2-(trifluoromethyl)benzyl)-3-ethyl-N-(1-(4-(ethylsulfonyl)phenyl)-2-ureidoethyl)benzofuran-6-carboxamide